C1(CCCC1)=CC(=O)OC methyl 2-cyclopentylideneacetate